TRIMESOYLCHLORID C(C1=CC(C(=O)Cl)=CC(C(=O)Cl)=C1)(=O)Cl